(R)-N-(1-(3-(difluoromethyl)-2-fluorophenyl)ethyl)-8-methyl-3-(6-oxa-2-azaspiro[3.4]octane-2-yl)pyrido[2,3-d]pyridazin-5-amine FC(C=1C(=C(C=CC1)[C@@H](C)NC1=C2C(=C(N=N1)C)N=CC(=C2)N2CC1(C2)COCC1)F)F